(2-(1-benzyl-6-cyano-1H-indol-3-yl)ethyl)carbamic acid tert-butyl ester C(C)(C)(C)OC(NCCC1=CN(C2=CC(=CC=C12)C#N)CC1=CC=CC=C1)=O